NC1=NC(=CC(=N1)N1CCC2(C[C@H](NC2)C(=O)O)CC1)O[C@@H](C(F)(F)F)C1=CC=C(C=C1)C1=CC=C2C=CN=CC2=C1 (S)-8-(2-amino-6-((R)-2,2,2-trifluoro-1-(4-(isoquinolin-7-yl)phenyl)ethoxy)pyrimidin-4-yl)-2,8-diazaspiro[4.5]decane-3-carboxylic acid